FC=1C=C(C=CC1[N+](=O)[O-])S(=O)(=O)Cl 3-fluoro-4-nitro-benzenesulfonyl chloride